C1(CC1)C=1C(=C2C(C(N(C2=C(C1)F)CC(=O)NC[C@@H]([C@H](C(=O)OC)C)C)=O)(C)C)F methyl (2R,3R)-4-(2-(5-cyclopropyl-4,7-difluoro-3,3-dimethyl-2-oxoindolin-1-yl)acetamido)-2,3-dimethylbutanoate